N-[5-[4-(3-chloro-2-fluoro-anilino)quinazolin-6-yl]-3-pyridyl]methanesulfonamide ClC=1C(=C(NC2=NC=NC3=CC=C(C=C23)C=2C=C(C=NC2)NS(=O)(=O)C)C=CC1)F